N1C=C(C=2C1=NC=CC2)C=2SC=C(N2)C=2C=C(C=CC2)C(C)(O)C=2N(C=CN2)C 1-(3-(2-(1H-pyrrolo[2,3-b]pyridin-3-yl)thiazol-4-yl)phenyl)-1-(1-methyl-1H-imidazol-2-yl)ethan-1-ol